6-chloro-2-((2-methyl-2-(pyrimidin-2-yl)hydrazineyl)methyl)imidazo[1,2-a]pyridine ClC=1C=CC=2N(C1)C=C(N2)CNN(C2=NC=CC=N2)C